2-(4-pyridyl)-4-tetrahydropyran-4-yl-1H-pyrimidin-6-one N1=CC=C(C=C1)C=1NC(C=C(N1)C1CCOCC1)=O